C1(=CC=CC=C1)C=1C(=NC=2C(N1)=C(SC2C2=CC=NC=C2)C2=CC=NC=C2)C2=CC=CC=C2 2,3-diphenyl-5,7-di(pyridin-4-yl)thieno[3,4-b]pyrazine